(Z)-2-(2-(benzo[d]thiazol-2-yl)hydrazineylidene)-2,3-dihydro-1H-inden-1-one S1C(=NC2=C1C=CC=C2)N\N=C\2/C(C1=CC=CC=C1C2)=O